N[C@H]1CC(C[C@@H]1O)C(=O)N[C@@H](C12CCC(CC1)(C2)F)C2=C(C(=CC=C2F)Cl)F (3S,4S)-3-amino-N-((S)-(3-chloro-2,6-difluorophenyl)(4-fluorobicyclo[2.2.1]heptan-1-yl)methyl)-4-hydroxycyclopentane-1-carboxamide